3-(3,5-dimethoxyphenylethynyl)-4-(3-acrylamidoazetidin-1-yl)-1H-pyrrole COC=1C=C(C=C(C1)OC)C#CC1=CNC=C1N1CC(C1)NC(C=C)=O